C(C)(C)(C)OC(COCC)CC 2-tert-butoxy-1-ethoxy-butane